CNC(CCCCCCCCCCCCCC(=O)N)=O N1-methylpentadecanediamide